2-[({8-[(2-methylbiphenyl-3-yl)amino]-1,7-naphthyridin-4-yl}methyl)amino]ethanol CC1=C(C=CC=C1NC=1N=CC=C2C(=CC=NC12)CNCCO)C1=CC=CC=C1